BrC1=CC=C(C=C1)N1N=C(C(=C1)C=O)C1=CC=C(C=C1)F 1-(4-bromophenyl)-3-(4-fluorophenyl)-1H-pyrazole-4-carbaldehyde